The molecule is a mixture of valproic acid and its sodium salt in a 1:1 molar ratio. It is used for the management and treatment of seizure disorders, mania, and prophylactic treatment of migraine headache. It has a role as an antimanic drug, an anticonvulsant and a GABA agent. It contains a valproic acid and a sodium valproate. CCCC(CCC)C(=O)O.CCCC(CCC)C(=O)[O-].[Na+]